3,4-Bis(3-Aminopropoxy)-N-[4-[4-[6-chloro-4-(trifluoromethyl)-2-pyridyl]piperazin-1-yl]sulfonylphenyl]benzamide NCCCOC=1C=C(C(=O)NC2=CC=C(C=C2)S(=O)(=O)N2CCN(CC2)C2=NC(=CC(=C2)C(F)(F)F)Cl)C=CC1OCCCN